2-((1R,5S,6S)-3-(2-((R)-2-(difluoromethyl)azetidin-1-yl)-6-(trifluoromethyl)pyrimidin-4-yl)-3-azabicyclo[3.1.0]hexane-6-yl)acetic acid FC([C@@H]1N(CC1)C1=NC(=CC(=N1)N1C[C@@H]2C([C@@H]2C1)CC(=O)O)C(F)(F)F)F